CC(C(CO)C=C)(C(C(=C)C)C)C 3,3,4,5-tetramethyl-2-vinylhex-5-en-1-ol